2-methoxyethoxyethyl isocyanate COCCOCCN=C=O